ClC=1C(=C(C#N)C=C(C1)C(C)(C1=CC=C(C=C1)OCC1=NC(=NC=C1)S(=O)(=O)C)C)OCCCOCCC=1C=C2CN(C(C2=CC1)=O)C1C(NC(CC1)=O)=O 3-chloro-2-[3-[2-[2-(2,6-dioxo-3-piperidyl)-1-oxo-isoindolin-5-yl]ethoxy]propoxy]-5-[1-methyl-1-[4-[(2-methylsulfonylpyrimidin-4-yl)methoxy]phenyl]ethyl]benzonitrile